N[C@H](C(C)C)C1=CC=C(C=C1)OC[C@@H](CCC)C 2-((R)-amino(4-(((R)-2-methylpentyl)oxy)phenyl)methyl)propan